diaminoethyl-methyl-imidazole NC(CC=1N=C(NC1)C)N